4-(2-acryloyl-1,2,3,4-tetrahydro-1,4-methanoisoquinolin-5-yl)-3-chloro-5-fluoro-2-methyl-1H-indole-7-carboxamide C(C=C)(=O)N1C2C3=CC=CC(=C3C(C1)C2)C2=C1C(=C(NC1=C(C=C2F)C(=O)N)C)Cl